3a-(hydroxyamino)-2H,3H,3aH,4H,6H,7H-5lambda6-thiopyrano[4,3-c]pyrazol-3,5,5-trione ONC12C(=NNC1=O)CCS(C2)(=O)=O